2-(3,4-diamino-2-fluorophenyl)piperidine-1-carboxylic acid tert-butyl ester C(C)(C)(C)OC(=O)N1C(CCCC1)C1=C(C(=C(C=C1)N)N)F